benzyl-4-hydroxyphenyl-methylsulfonamide C(C1=CC=CC=C1)N(S(=O)(=O)C)C1=CC=C(C=C1)O